6-(3-(ethylsulfonyl)-6-(3-methyl-1H-1,2,4-triazol-1-yl)pyridin-2-yl)-2-(trifluoromethyl)pyrazolo[1,5-a]pyrimidine C(C)S(=O)(=O)C=1C(=NC(=CC1)N1N=C(N=C1)C)C=1C=NC=2N(C1)N=C(C2)C(F)(F)F